C1[C@@H]([C@H](OC2=C1C(=CC(=C2[C@H]3[C@@H]([C@H](OC4=C3C=CC(=C4)O)C5=CC(=C(C(=C5)O)O)O)O)O)O)C6=CC(=C(C(=C6)O)O)O)O The molecule is a ring assembly that consists of robinetinidol attached to a gallocatechin unit resulting in a bond between C-4 of the pyran ring and C-8 of the benzopyran ring. It is isolated from Acacia mearnsii. It has a role as a metabolite. It is a catechin and a ring assembly. It derives from a robinetinidol and a gallocatechin.